NC=1C=CC(=NC1)N1C=CC2=CC(=CC=C12)NC1=CC=C(C=C1)C 1-(5-Aminopyridin-2-yl)-N-(p-tolyl)-1H-indol-5-amine